BrC=1C=C2C(=CC1)C(NCC21CN(C1)C(=O)OC(C)(C)C)=O tert-butyl 6-bromo-1-oxo-spiro[2,3-dihydroisoquinoline-4,3'-azetidine]-1'-carboxylate